3α-hydroxy-5β-cholestane O[C@H]1C[C@H]2CC[C@H]3[C@@H]4CC[C@H]([C@@H](CCCC(C)C)C)[C@]4(CC[C@@H]3[C@]2(CC1)C)C